N-((3-methoxyphenyl)(methyl)(oxo)-λ6-sulfaneylidene)-4-(5-(trifluoromethyl)-1,2,4-oxadiazol-3-yl)benzamide COC=1C=C(C=CC1)S(=NC(C1=CC=C(C=C1)C1=NOC(=N1)C(F)(F)F)=O)(=O)C